C(C=C)(=O)N1[C@H](CN(CC1)C=1C2=C(N=C(N1)OC[C@H]1N(CCC1)C)OC1(CC2)CCC(C2=CC=CC=C21)C)CC#N 2-((2S)-1-acryloyl-4-(4-methyl-2'-(((S)-1-methyl-pyrrolidin-2-yl)methoxy)-3,4,5',6'-tetrahydro-2H-spiro[naphthalene-1,7'-pyrano[2,3-d]pyrimidin]-4'-yl)piperazin-2-yl)acetonitrile